ethyl (2R,3S)-2-(4-(cyclopentylamino)-3-iodophenyl)piperidine-3-carboxylate C1(CCCC1)NC1=C(C=C(C=C1)[C@@H]1NCCC[C@@H]1C(=O)OCC)I